2,2'-bis-(2-fluorophenyl)-4,4',5,5'-tetrakis-(3-methoxyphenyl)-biimidazole FC1=C(C=CC=C1)C1(N=C(C(=N1)C1=CC(=CC=C1)OC)C1=CC(=CC=C1)OC)C1(N=C(C(=N1)C1=CC(=CC=C1)OC)C1=CC(=CC=C1)OC)C1=C(C=CC=C1)F